1-(4-(8-((3-chloro-2-fluoro-4-((1-methyl-1H-benzo[d][1,2,3]triazol-5-yl)oxy)phenyl)amino)pyrimido[5,4-d]pyrimidin-2-yl)piperazin-1-yl)prop-2-en-1-one ClC=1C(=C(C=CC1OC1=CC2=C(N(N=N2)C)C=C1)NC1=NC=NC2=C1N=C(N=C2)N2CCN(CC2)C(C=C)=O)F